BrC1=CC=C2CCC=CC2=C1 (E)-7-bromo-3,4-dihydronaphthalene